BrC1=CC(=CC2=C1SC(=C2)C=2SC(=C(N2)C)C(=O)OCC)CC ethyl 2-(7-bromo-5-ethylbenzo[b]thiophen-2-yl)-4-methylthiazole-5-carboxylate